4-(5-(1-(azetidin-3-yl)-1H-pyrazol-4-yl)-4-methoxypyridin-2-yl)-2-(difluoromethyl)pyrimidine-4,6-diamine N1CC(C1)N1N=CC(=C1)C=1C(=CC(=NC1)C1(NC(=NC(=C1)N)C(F)F)N)OC